O[C@H]1[C@@H](O)[C@H](O)CO1 beta-D-threose